BrC1=C2C3(C(N(C2=C(C=C1)F)C1CCOCC1)=O)CC3 4'-bromo-7'-fluoro-1'-(tetrahydro-2H-pyran-4-yl)spiro[cyclopropane-1,3'-indolin]-2'-one